C1(CC1)C1=NC=NC(=C1C1=NC=C(C(=N1)NCC1=CC(=C(C=C1)C=1N(C=C(N1)C(F)(F)F)C)F)C(COC1OCCCC1)(C)O)OC 2-(4'-cyclopropyl-4-((3-fluoro-4-(1-methyl-4-(trifluoromethyl)-1H-imidazol-2-yl)benzyl)amino)-6'-methoxy-[2,5'-bipyrimidin]-5-yl)-1-((tetrahydro-2H-pyran-2-yl)oxy)propan-2-ol